CC1(C(=C(C(=C1)C)C)C)[Zr](N(C)CC)(N(C)CC)N(CC)C (1,2,3,4-tetramethylcyclopentadienyl)tris(methylethylamino)zirconium